C(C)(C)(C)OC(=O)NCCCC(=O)NC=1N=C(N(C1)C)C(=O)NCCC(=O)NC=1C=C(N(C1)C)C(=O)NC=1N=C(N(C1)C)C(=O)NCCC(=O)OCC ethyl 3-{[4-(4-{3-[(4-{4-[(tert-butoxycarbonyl)amino]butanamido}-1-methylimidazol-2-yl)formamido]propanamido}-1-methylpyrrole-2-amido)-1-methylimidazol-2-yl]formamido}propanoate